9'-chloromethyloxy-2,3,3a',4',5,6-hexahydro-1'H,3'H-azaspiro[pyran-4,2'-pyrido[2,1-f]pyrrolo[2,1-c][1,2,4]triazine]-8',10'-dione ClCOC=1C(C=CN2NC3N(C(C21)=O)NC2(C3)CCOCC2)=O